C(=O)(OCC)C(O)C(O)C(=O)OCC (-)-Diethyl tartrate